5-(6-(piperidin-3-ylamino)imidazo[1,2-b]pyridazin-3-yl)benzofuran-2-carboxylic acid ethyl ester C(C)OC(=O)C=1OC2=C(C1)C=C(C=C2)C2=CN=C1N2N=C(C=C1)NC1CNCCC1